NC1=C(C=C2C(=N1)N(N=C2)C2=CC(=C(C=N2)C(=O)OC(C)(C)C)NC2CCN(CC2)S(=O)(=O)C)C#N tert-butyl 6-(6-amino-5-cyano-pyrazolo[3,4-b]pyridin-1-yl)-4-[(1-methylsulfonyl-4-piperidyl)amino]pyridine-3-carboxylate